OC1=CC=C(C=2C(C3=CC=CC=C3C(C12)=O)=O)NC(C1=NC=CC=C1)=O N-(4-hydroxy-9,10-dioxo-9,10-dihydroanthracen-1-yl)picolinamide